FC1=C(C=CC(=C1)N1C(OCC=N1)=O)C1=CC=CC=C1 (2-fluorobiphenyl-4-yl)-3,6-dihydro-2H-1,3,4-oxadiazin-2-one